glycidyl-acrylate C(C1CO1)OC(C=C)=O